OCOC1=CC(=CC=C1)OCO 1,3-bis(hydroxymethyloxy)benzene